NC1CCCC=2C=CC(=CC12)C1=CC=2C(CCCC2C=C1)N 5,5',6,6',7,7',8,8'-octahydro-8,8'-diamino-2,2'-Binaphthalene